C(\C=C\C)(=O)N1C[C@@](CC1)(C1=C(C(=CC=C1F)Cl)Cl)NC=1C=C2C(N(C=NC2=C(C1)F)C)=O 6-[(R)-1-crotonoyl-3-(2,3-dichloro-6-fluorophenyl)-3-pyrrolidinylamino]-8-fluoro-3-methyl-3,4-dihydro-4-quinazolinone